[1,2-13C2]acetic acid [13C]([13CH3])(=O)O